ClC1=CC=C(C=C1)[C@H](C)N1C2(CCN(C2)C(=O)OC(C)(C)C)C(N(CC1=O)C(C)C)=O tert-butyl 6-((S)-1-(4-chlorophenyl)ethyl)-9-isopropyl-7,10-dioxo-2,6,9-triazaspiro[4.5]decane-2-carboxylate